3-Bromo-butane BrC(CC)C